1,3-bis[(3-ethyl-3-oxetanylmethoxy)]2,2-dimethyl-propane C(C)C1(COC1)COCC(COCC1(COC1)CC)(C)C